3,3-dimethylallyl chloride CC(=CCCl)C